6-(2,6-difluoro-4-(piperazin-1-yl)phenyl)-8-methyl-7-(2,2,2-trifluoroethyl)-6,7,8,9-Tetrahydrooxazolo[5,4-f]isoquinolin-2(3H)-one FC1=C(C(=CC(=C1)N1CCNCC1)F)C1N(C(CC2=C3C(=CC=C12)NC(O3)=O)C)CC(F)(F)F